Sodium phosphate 1-ethyl-5-(4-ethyl-6-(3,3,3-trifluoro-2-methylpropyl)pyridin-3-yl)-4-methyl-1H-pyrazole-3-carboxylate C(C)N1N=C(C(=C1C=1C=NC(=CC1CC)CC(C(F)(F)F)C)C)C(=O)[O-].P(=O)(O)(O)O.[Na+]